methyl 1-(4-(1-(2,6-dichlorophenyl)azetidin-3-yl)-3-fluorobenzyl)piperidine-4-carboxylate ClC1=C(C(=CC=C1)Cl)N1CC(C1)C1=C(C=C(CN2CCC(CC2)C(=O)OC)C=C1)F